2,4,6-tris(2-methylpropyl)-1,3,5-dithiazinane CC(CC1SC(NC(S1)CC(C)C)CC(C)C)C